CNC(=O)ON=CC(C)(C)S(=O)(=O)C 2-MESYL-2-METHYLPROPIONALDEHYDE O-METHYLCARBAMOYLOXIME